COC(C(C(C)=O)C=1C=C2C=CC=NC2=CC1)=O 3-oxo-2-(quinolin-6-yl)butanoic acid methyl ester